N-(6-(1,4-dioxan-2-yl)thiazolo[4,5-b]pyridin-2-yl)-2'-chloro-5'-methoxy-6-methyl-[4,4'-bipyridine]-3-carboxamide O1C(COCC1)C=1C=C2C(=NC1)N=C(S2)NC(=O)C=2C=NC(=CC2C2=CC(=NC=C2OC)Cl)C